BrC1=NN(C=C1C(=O)N(C)OC)C 3-bromo-N-methoxy-N,1-dimethyl-1H-pyrazole-4-carboxamide